(R)-6-(5-methyl-1-(piperidin-4-yl)-1H-pyrazol-4-yl)-4-(1-(pyridin-2-yl)ethoxy)pyrazolo[1,5-a]pyridine-3-carbonitrile CC1=C(C=NN1C1CCNCC1)C=1C=C(C=2N(C1)N=CC2C#N)O[C@H](C)C2=NC=CC=C2